C(C)(C)(C)OC(=O)N[C@H](C(=O)O)CNC(=O)OC(C)(C)C (S)-2,3-bis((tert-Butoxycarbonyl)amino)propanoic acid